FC1(C(CNCC1)C1=CC(=[N+](C=C1)[O-])CNC(=O)OCC[Si](C)(C)C)F 4-(4,4-difluoropiperidin-3-yl)-2-((((2-(trimethylsilyl)ethoxy)carbonyl)amino)methyl)pyridine 1-oxide